C1(CCCCC1)N1/C(/S\C(\C1=O)=C\1/C(NC2=CC=CC=C12)=O)=N/C1=CC=C(C=C1)S(=O)(=O)N 4-(((Z)-3-cyclohexyl-4-oxo-5-((Z)-2-oxoindoline-3-ylidene)thiazolidin-2-ylidene)amino)benzenesulphonamide